6-fluoro-N-(2-methoxypyrimidin-5-yl)isoquinolin-1-amine FC=1C=C2C=CN=C(C2=CC1)NC=1C=NC(=NC1)OC